tert-butyl (2-((tert-butyldimethylsilyl)oxy)ethyl)(2-((4-(2,9-dichloro-5-ethyl-6-oxo-5,6-dihydro-7H-benzo[d]pyrido[3,2-f][1,3]diazepin-7-yl)-3,5-difluorophenyl)amino)ethyl)carbamate [Si](C)(C)(C(C)(C)C)OCCN(C(OC(C)(C)C)=O)CCNC1=CC(=C(C(=C1)F)N1C(N(C2=C(C3=C1C=C(C=C3)Cl)C=C(C=N2)Cl)CC)=O)F